4H-pyrrolo[1,2-b]pyrazole monohydrate O.N=1N2C(=CC1)CC=C2